Tert-butyl 4-(prop-1-yn-1-yl)benzylcarbamate C(#CC)C1=CC=C(CNC(OC(C)(C)C)=O)C=C1